4-(2,2,2-trifluoroethyl)-1H-pyrazole FC(CC=1C=NNC1)(F)F